COC1=C(C=C(C=C1)C1=CC=CC(=N1)C=1C(B(OC1)O)C)OCCC 4-(6-(4-methoxy-3-propoxyphenyl)pyridin-2-yl)-3-methyl-1,2-oxaborol-2-ol